4-(5-(2-chloro-6-fluorophenyl)-7-fluoro-1,6-dihydrobenzo[d]pyrazolo[3,4-f][1,3]diazepin-9-yl)morpholine ClC1=C(C(=CC=C1)F)C1=NC2=C(C3=C(N1)C(=CC(=C3)N3CCOCC3)F)NN=C2